BrCC1=CC(=CC(=C1)S(=O)(=O)C(F)(F)F)F 1-(bromomethyl)-3-fluoro-5-trifluoromethanesulfonylbenzene